1-[4-(4-fluoro-2-methyl-phenoxy)-1-piperidyl]-2-[3-[4-(2-hydroxyacetyl)piperazine-1-carbonyl]-4,5,6,7-tetrahydroindazol-1-yl]ethanone FC1=CC(=C(OC2CCN(CC2)C(CN2N=C(C=3CCCCC23)C(=O)N2CCN(CC2)C(CO)=O)=O)C=C1)C